ClC1=C(C(=CC=C1)F)N1C(C2=CC(=C(C=C2C(=N1)C(C(F)(F)F)C)N1N=C(N(C1=O)CC)C(=O)N)F)=O 1-(2-(2-chloro-6-fluorophenyl)-7-fluoro-1-oxo-4-(1,1,1-trifluoropropan-2-yl)-1,2-dihydrophthalazin-6-yl)-4-ethyl-5-oxo-4,5-dihydro-1H-1,2,4-triazole-3-carboxamide